O=C1NC(CCC1N1CC2=CC=C(C=C2C1=O)NC(C(=O)O)C)=O 2-[[2-(2,6-dioxo-3-piperidinyl)-3-oxo-isoindolin-5-yl]amino]propanoic acid